ClC1=C(C=C(C=C1)N1CC2=CC(=CC=C2CC1)C#N)C(F)(F)F N-(4-Chloro-3-(trifluoromethyl)phenyl)-7-cyano-3,4-dihydroisoquinoline